CC(C=O)(COC(=O)CCCCCCN)C 2,2-dimethyl-3-[[(6-aminohexyl)carbonyl]oxy]propanal